α-Glycidoxypropyltrimethoxysilan C(C1CO1)OC(CC)[Si](OC)(OC)OC